C(C)(C)(C)OC(=O)N1C[C@H](CC1)N1N=C(C=2C(=NC=C(C21)Br)N)C#CC2=CC1=C(N(C=N1)C1CC1)C=C2F tert-butyl-(S)-3-(4-amino-7-bromo-3-((1-cyclopropyl-6-fluoro-1H-benzo[d]imidazol-5-yl)ethynyl)-1H-pyrazolo[4,3-c]pyridin-1-yl)pyrrolidine-1-carboxylate